NC1=C(C(=NN1C(C(F)(F)F)(C)C)C1=CC=C(C=C1)CC(NC1=CC(=NO1)C12CC(C1)(C2)C)=O)C(=O)N 5-Amino-3-(4-[[(3-[3-methylbicyclo[1.1.1]pentan-1-yl]-1,2-oxazol-5-yl)carbamoyl]methyl]phenyl)-1-(1,1,1-trifluoro-2-methylpropan-2-yl)pyrazole-4-carboxamide